C12(CC(C1)C2)N2C(=NC=1C2=NC(=CC1N1CCN(CC1)C)C)C1=C(C=CC=C1)Cl 1-(3-{bicyclo[1.1.1]pentan-1-yl}-2-(2-chlorophenyl)-5-methylimidazo[4,5-b]pyridin-7-yl)-4-methylpiperazine